2-(benzyloxy)-4-fluoro-5-(4,4,5,5-tetramethyl-1,3,2-dioxaborolan-2-yl)benzoic acid C(C1=CC=CC=C1)OC1=C(C(=O)O)C=C(C(=C1)F)B1OC(C(O1)(C)C)(C)C